1,3,5,7,9-pentamethylcyclopentasiloxane C[Si]1O[Si](O[Si](O[Si](O[Si](O1)C)C)C)C